ClC(=O)C=1C=CC=C(C1)C=CC1=CC=CC=C1 5-chloroformyl-stilbene